2-(benzylthio)-1-(3-fluorophenyl)-4-phenyl-1H-imidazole C(C1=CC=CC=C1)SC=1N(C=C(N1)C1=CC=CC=C1)C1=CC(=CC=C1)F